C(N)(OC[C@H](N1N=CC(=C1)C1=CN=C(C=2N=C(N=CC21)C2=CC(=CC=C2)C#CC2(C(N(CC2)C)=O)O)N)C(C)(C)C)=O (R)-(tert-butyl 2-(4-(8-amino-2-(3-((3-hydroxy-1-methyl-2-oxopyrrolidin-3-yl) ethynyl) phenyl) pyrido[3,4-d]pyrimidin-5-yl)-1H-pyrazol-1-yl) ethyl) carbamate